CCCCC(=O)[Se]CCCC The molecule is an organoselenium compound obtained by the formal condensation of butane-1-selenol with pentanoic acid. It has a role as a metabolite.